FC1=C(C=C(C=C1)C=1OC(=NN1)C=1OC=CC1)NC(C1=C(C=CC(=C1)OCCOC)OC)=O N-(2-fluoro-5-(5-(furan-2-yl)-1,3,4-oxadiazol-2-yl)phenyl)-2-methoxy-5-(2-methoxyethoxy)benzamide